α-methyl-4-methylstyrene CC(=C)C1=CC=C(C=C1)C